2-(cyclopropylmethyl)-8-(trifluoromethyl)-4,5-dihydro-2H-furo[2,3-g]indazole-7-carboxylic acid C1(CC1)CN1N=C2C3=C(CCC2=C1)OC(=C3C(F)(F)F)C(=O)O